FC=1C=C2C(C(NC2=CC1)=O)=C1CCC2=C1NC(=C2C(=O)N)C 6-(5-fluoro-2-oxoindol-3-ylidene)-2-methyl-1,4,5,6-tetrahydrocyclopenta[b]pyrrole-3-carboxamide